O=C1NC(CCC1N1C(C2=CC=CC(=C2C1=O)NC1=C(C=C2CCC(N(C2=C1)C)=O)C1=CC(=NC=C1)C)=O)=O 2,6-dioxopiperidin-3-yl-4-((1-methyl-6-(2-methylpyridin-4-yl)-2-oxo-1,2,3,4-tetrahydroquinolin-7-yl)amino)isoindoline-1,3-dione